ON=C(N)C1(CCN(CC1)C(=O)OC(C)(C)C)C Tert-butyl 4-(N'-hydroxycarbamimidoyl)-4-methylpiperidine-1-carboxylate